O=C1NC(CCC1N1C(C2=CC=C(C=C2C1=O)OCCN1CCC(CC1)OC1CC(C1)N1CCC(CC1)C=1C=CC=2C3=C(N(C2C1)C)C=CN=C3)=O)=O 2-(2,6-dioxopiperidin-3-yl)-5-(2-(4-((1r,3r)-3-(4-(5-methyl-5H-pyrido[4,3-b]indol-7-yl)piperidin-1-yl)cyclobutoxy)piperidin-1-yl)ethoxy)isoindoline-1,3-dione